C12(CC(C1)C2)NC2=NC(=NC=C2C=O)SC 4-(bicyclo[1.1.1]pentan-1-ylamino)-2-(methylthio)pyrimidine-5-carbaldehyde